COC1=C(C=C(C=C1)C=CC=1N(NN=CC1C(Cl)(Cl)Cl)C(Cl)(Cl)Cl)OC 1,2-dimethoxy-4-[2-(3,5-bis(trichloromethyl)triazinyl)vinyl]benzene